CNC(CCC1=CC=CC=C1)C1=CC=CC=C1 3-(methylamino)-1,3-diphenylpropan